1,3-phenylenediacetaldehyde C1(=CC(=CC=C1)CC=O)CC=O